{5-[(2-Chloroacetyl)amino]-2-(3,5-dichloro-2-methoxyphenyl)benzo[d]imidazol-1-yl}-4-methylpentanoic acid ClCC(=O)NC1=CC2=C(N(C(=N2)C2=C(C(=CC(=C2)Cl)Cl)OC)C(C(=O)O)CC(C)C)C=C1